3-(benzyloxy)-4-hydroxybenzaldehyde C(C1=CC=CC=C1)OC=1C=C(C=O)C=CC1O